2-(2,4,5-Trifluoro-3-hydroxyphenyl)thiazole-4-carboxylic acid FC1=C(C=C(C(=C1O)F)F)C=1SC=C(N1)C(=O)O